C1(=CC=CC=C1)N1C=2C=CC=CC2N(C2=CC=CC=C12)C1=CC=CC=C1 5,10-dihydro-5,10-diphenylphenazine